N-Methylethan-1-Amine CNCC